C(C=C)(=O)N1[C@H](CN(CC1)C=1C2=C(N=C(N1)OC1(CC1)[C@H]1N(CCC1)C)CN(CC2)C2=C(C=C(C=C2)F)Cl)CC#N 2-((S)-1-propenoyl-4-(7-(2-chloro-4-fluorophenyl)-2-(1-((S)-1-methylpyrrolidin-2-yl)cyclopropoxy)-5,6,7,8-tetrahydropyrido[3,4-d]pyrimidin-4-yl)piperazin-2-yl)acetonitrile